COC=1C=C(C=CC1OC)C=1NC2=CC=C(C=C2C1C(C)C)C=1NC(=NN1)C1CCN(CC1)C(CN(C)C)=O 1-(4-(5-(2-(3,4-dimethoxyphenyl)-3-isopropyl-1H-indol-5-yl)-4H-1,2,4-triazol-3-yl)piperidin-1-yl)-2-(dimethylamino)ethan-1-one